C1(=CC=CC2=CC=CC=C12)NC=1C2=C(N=CN1)C=CC=N2 N-(1-Naphthyl)pyrido[3,2-d]pyrimidin-4-amine